OC1=NC2=CC=CC=C2C=C1C1C=2C(CCCC2N(C=2CCCC(C12)=O)CCCN(C)C)=O 9-(2-hydroxyquinoline-3-YL)-10-[3-(dimethylamino)propyl]-3,4,6,7,9,10-hexahydroacridine-1,8(2H,5H)-dione